N-((1r,4r)-4-(5-(6-(3-cyanopyrrolo[1,2-b]pyridazin-7-yl)-4-((3-methyloxetan-3-yl)amino)pyridin-3-yl)-1,3,4-thiadiazol-2-yl)cyclohexyl)acetamide C(#N)C1=CC=2N(N=C1)C(=CC2)C2=CC(=C(C=N2)C2=NN=C(S2)C2CCC(CC2)NC(C)=O)NC2(COC2)C